NC=1C2=C(N=CN1)N(C(=C2C2=CC=C(C=C2)OC2=CC=CC=C2)C#CC2CCN(CC2)C(CN(C(C=C)=O)C)=O)C N-(2-(4-((4-amino-7-methyl-5-(4-phenoxyphenyl)-7H-pyrrolo[2,3-d]pyrimidin-6-yl)ethynyl)piperidin-1-yl)-2-oxoethyl)-N-methylacrylamide